dihydrofurano-pyrimidine tert-butyl-(3-chloro-2-cyano-5-(trifluoromethyl)phenethyl)carbamate C(C)(C)(C)N(C(O)=O)CCC1=C(C(=CC(=C1)C(F)(F)F)Cl)C#N.N1CN=CC2=C1C=CO2